OC([C@H](N)C(=O)O)CC1=CC=CC=C1 beta-hydroxy-homophenylalanine